FC1=C(N(C=C1S(N[C@H]1[C@H](CCC1)CO)(=O)=O)C)C(=O)OCC Cis-Ethyl 3-fluoro-4-(N-(2-(hydroxymethyl)cyclopentyl)sulfamoyl)-1-methyl-1H-pyrrole-2-carboxylate